CC=1C=C(C=CC1)[C@@H](C)C1=C(N)C(=CC(=C1)C)[C@H](C)C1=CC(=CC=C1)C 2,6-bis((R)-1-(3-methylphenyl)ethyl)-4-methylaniline